3-butylhept-2-enyl-4-[[2-[[4-[3-[bis(2-hydroxyethyl)amino]propylamino]-4-oxo-butanoyl]amino]-5-oxo-5-(tetradecylamino)pentanoyl]amino]butanoate C(CCC)C(=CCOC(CCCNC(C(CCC(NCCCCCCCCCCCCCC)=O)NC(CCC(=O)NCCCN(CCO)CCO)=O)=O)=O)CCCC